FC(C=1C=C(C=C(C1)C(F)(F)F)N1N=C(C(=C1O[Cu]OC1=C(C(=NN1C1=CC(=CC(=C1)C(F)(F)F)C(F)(F)F)C)C(C(F)(F)F)=O)C(C(F)(F)F)=O)C)(F)F Bis((1-(3,5-bis(trifluoromethyl)phenyl)-3-methyl-4-(2,2,2-trifluoroacetyl)-1H-pyrazol-5-yl)oxy)copper